4-(allyloxy)benzonitrile C(C=C)OC1=CC=C(C#N)C=C1